C(=O)(O)C1CC(NC1)=O 4-carboxy-2-pyrrolidone